(S)-6-(1-amino-1,3-dihydrospiro[indene-2,4'-piperidine]-1'-yl)-3-(1-(2-(methylsulfonyl)phenyl)vinyl)-1,5-dihydro-4H-pyrazole N[C@@H]1C2=CC=CC=C2CC12CCN(CC2)C2=CC=CC(=C2C(=C)C2=NNCC2)S(=O)(=O)C